C(C)(C)(C)OC(=O)NCCC1=CC=C(C=C1)NC(=O)C1=CC(=C(C=C1)C=1CCN(CC1)C(=O)OC(C)(C)C)F tert-butyl 4-(4-{[4-(2-{[(tert-butoxy)carbonyl]amino}ethyl)phenyl] carbamoyl}-2-fluorophenyl)-1,2,3,6-tetrahydropyridine-1-carboxylate